C(CC(=O)[O-])(=O)[O-].[K+].[K+] di-potassium malonate